(3S)-(+)-linalool C=CC(O)(C)CCC=C(C)C